[O-]CCCC.[Nb+5].[O-]CCCC.[O-]CCCC.[O-]CCCC.[O-]CCCC niobium n-butoxide